1-(2,4-difluorophenyl)-2,2,2-trifluoroethan-1-amine FC1=C(C=CC(=C1)F)C(C(F)(F)F)N